C(C1=CC=CC=C1)OC(=O)N1[C@H]2[C@@H](NC[C@@H]1CC2)CO (1R,2R,5S)-benzyl-2-(hydroxymethyl)-3,8-diazabicyclo[3.2.1]octane-8-carboxylate